5-nitro-1,3-thiazol [N+](=O)([O-])C1=CN=CS1